2-(Oxan-4-ylmethanesulfonyl)benzene-1-sulfonyl chloride O1CCC(CC1)CS(=O)(=O)C1=C(C=CC=C1)S(=O)(=O)Cl